9,9-diphenyl-3-(5,5,8,8-tetramethyl-5,6,7,8-tetrahydronaphthalen-2-yl)-9H-fluoren-2-amine C1(=CC=CC=C1)C1(C2=CC=CC=C2C=2C=C(C(=CC12)N)C1=CC=2C(CCC(C2C=C1)(C)C)(C)C)C1=CC=CC=C1